C(#N)C=1C=C(C=CC1)C1=C(C(=NC(=C1N1C=2C=CC=C(C2C=2C(=CC=CC12)C#N)C#N)N1C=2C=CC=C(C2C=2C(=CC=CC12)C#N)C#N)N1C=2C=CC=C(C2C=2C(=CC=CC12)C#N)C#N)N1C=2C=CC=C(C2C=2C(=CC=CC12)C#N)C#N 9,9',9'',9'''-(4-(3-cyanophenyl)pyridine-2,3,5,6-tetrayl)tetrakis(9H-carbazole-4,5-dicarbonitrile)